ethyl propionate (Ethyl propionate) C(C)C(C(=O)O)C.C(CC)(=O)OCC